(3S,4R)-4-((7-(5-(2,2-difluoroethyl)pyridin-2-yl)pyrrolo[2,1-f][1,2,4]triazin-2-yl)amino)tetrahydro-2H-pyran-3-ol FC(CC=1C=CC(=NC1)C1=CC=C2C=NC(=NN21)N[C@H]2[C@@H](COCC2)O)F